N-(3-chloro-1-(pyridin-3-yl)-1H-pyrazol-4-yl)-2-methyl-2-(methylthio)propanamide ClC1=NN(C=C1NC(C(C)(SC)C)=O)C=1C=NC=CC1